CC1OC(CN(C1)C=1C=CC(=NC1)C=1C=NC(=CC1NC1=CC2=C(C(=N1)S(=O)(=O)C)CCCO2)NC(C)=O)C N-(5-(2,6-dimethylmorpholino)-4'-((5-(methylsulfonyl)-3,4-dihydro-2H-pyrano[3,2-c]pyridin-7-yl)amino)-[2,3'-bipyridin]-6'-yl)acetamide